S(=O)(=O)([O-])C1=CC=C(C)C=C1.[NH4+].N[C@@H](CC(=O)OCCCCCC)C(=O)OCCCCCC Dihexyl L-aspartate ammonium tosylate salt